3-bromo-4-((triisopropylsilaneyl)ethynyl)aniline BrC=1C=C(N)C=CC1C#C[Si](C(C)C)(C(C)C)C(C)C